1,3-dioxolan-4-ol O1COC(C1)O